3-dimethylamino-1-(2-hydroxy-4,6-dimethoxyphenyl)prop-2-en-1-one CN(C=CC(=O)C1=C(C=C(C=C1OC)OC)O)C